O1C(=CC=C1)/C=C/CNC1=CC=CC=C1 (E)-N-(3-(furan-2-yl)allyl)aniline